tert-butyl N-[(3R)-5-[(4-chlorophenyl)methyl]-7-[5-(5,5-difluoro-1-methyl-3-piperidyl)-1,3,4-oxadiazol-2-yl]-1,1,4-trioxo-2,3-dihydro-1λ6,5-benzothiazepin-3-yl]carbamate ClC1=CC=C(C=C1)CN1C([C@H](CS(C2=C1C=C(C=C2)C=2OC(=NN2)C2CN(CC(C2)(F)F)C)(=O)=O)NC(OC(C)(C)C)=O)=O